COC(COCCCOCCCCCOC1=CC=C(C=C1)[C@@H](C)NC(=O)C=1C=C(C=CC1)NC1(CCN(CC1)C(=O)OC(C)(C)C)C1=NN=C(N1)C1=CC=NC=C1)=O (R)-tert-butyl 4-((3-((1-(4-((5-(3-(2-methoxy-2-oxoethoxy)propoxy)pentyl)oxy) phenyl)ethyl)carbamoyl)phenyl)amino)-4-(5-(pyridin-4-yl)-4H-1,2,4-triazol-3-yl)piperidine-1-carboxylate